N-[(1S)-2-[3-chloro-2-(2,6-difluorobenzoyl)-4-iodoanilino]-1-methyl-2-oxo-ethyl]carbamic acid tert-butyl ester C(C)(C)(C)OC(N[C@H](C(=O)NC1=C(C(=C(C=C1)I)Cl)C(C1=C(C=CC=C1F)F)=O)C)=O